COC([C@](C)(NC1=C2C(=NC=C1[N+](=O)[O-])N(C=C2)S(=O)(=O)C2=CC=CC=C2)CO)=O.N2C(=CC=C2)\C=C\2/C(NC1=CC=C(C=C21)CC2=CC(=CC(=C2)F)F)=O (Z)-3-((1H-pyrrol-2-yl)methylene)-5-(3,5-difluorobenzyl)indolin-2-one methyl-(R)-2-(hydroxymethyl)-2-((5-nitro-1-(phenylsulfonyl)-1H-pyrrolo[2,3-b]pyridin-4-yl)amino)propanoate